N-[3-(N,N-dihexylamino)phenyl]acetamide C(CCCCC)N(CCCCCC)C=1C=C(C=CC1)NC(C)=O